bis[4-(4-aminophenoxy)phenyl]methane (1R,2R)-2-(pyridin-2-yldisulfaneyl)cyclopentyl-(4-(hydroxymethyl)phenyl)carbamate N1=C(C=CC=C1)SS[C@H]1[C@@H](CCC1)N(C(O)=O)C1=CC=C(C=C1)CO.NC1=CC=C(OC2=CC=C(C=C2)CC2=CC=C(C=C2)OC2=CC=C(C=C2)N)C=C1